4-methoxycyclohexane-1-carboxamide COC1CCC(CC1)C(=O)N